NC1=NC=NN2C1=C(C=C2C=2C=NC(=CC2)N)C2=CC(=C(C=C2)NC(OC(C)(C)C)=O)OC tert-Butyl (4-(4-amino-7-(6-aminopyridin-3-yl)pyrrolo[2,1-f][1,2,4]triazin-5-yl)-2-methoxyphenyl)carbamate